((3R,4S)-1-(5-(6-ethoxy-1H-pyrazolo[3',4':3,4]pyrazolo[1,5-a]pyridin-4-yl)pyridin-2-yl)-3-hydroxypiperidin-4-yl)amine hydrochloride Cl.C(C)OC=1C=C(C=2N(C1)N=C1C2C=NN1)C=1C=CC(=NC1)N1C[C@H]([C@H](CC1)N)O